C1(CC1)NC(C1=C(C=C(C=C1OC)C1=CN=C2N1C=CC(=C2)OCC2(CN(C2)C)C)OC(F)F)=O N-cyclopropyl-2-(difluoromethoxy)-4-[7-[(1,3-dimethylazetidin-3-yl)methoxy]imidazo[1,2-a]pyridin-3-yl]-6-methoxy-benzamide